N1=C(C=CC2=NC=CC=C12)C(=O)OC methyl 1,5-naphthyridine-2-carboxylate